4-(4-methylpiperazin-1-yl)-3-(2-((tetrahydro-2H-pyran-2-yl)oxy)ethyl)aniline CN1CCN(CC1)C1=C(C=C(N)C=C1)CCOC1OCCCC1